2'-(3-chlorobenzyl)-1'-oxo-1',4'-dihydro-2'H-spiro[cyclopentane-1,3'-isoquinoline]-4'-carboxylic acid ClC=1C=C(CN2C(C3=CC=CC=C3C(C23CCCC3)C(=O)O)=O)C=CC1